6-(((1-(fluoromethyl)cyclopropyl)methyl)amino)-5-nitropicolinic acid ethyl ester C(C)OC(C1=NC(=C(C=C1)[N+](=O)[O-])NCC1(CC1)CF)=O